NC1=C(C(=C(C(=N1)C(=O)O)Cl)Cl)Cl 6-amino-3,4,5-trichloropicolinic acid